3-(2-Methylthio-5-trifluoromethylpyrimidin-4-yl)-1-(benzenesulfonyl)-1H-pyrrolo[2,3-b]pyridine-6-carbonitrile CSC1=NC=C(C(=N1)C1=CN(C2=NC(=CC=C21)C#N)S(=O)(=O)C2=CC=CC=C2)C(F)(F)F